4-(5-(4H-1,2,4-triazol-4-yl)benzo[d]oxazol-2-yl)picolinic acid N=1N=CN(C1)C=1C=CC2=C(N=C(O2)C2=CC(=NC=C2)C(=O)O)C1